CS(=O)(=O)OCC1=NC(=NC=C1)P(=O)(C)C (2-(dimethylphosphoryl)pyrimidin-4-yl)methyl methanesulfonate